C(C)(C)(C)OC(=O)CC1CCC(CC1)C(=O)O 4-[(tert-butoxycarbonyl)methyl]Cyclohexanecarboxylic acid